2-benzyl-4-methyl-1,3-dioxane C(C1=CC=CC=C1)C1OCCC(O1)C